2,2',4,4'-tetrahydroxy-benzophenone OC1=C(C(=O)C2=C(C=C(C=C2)O)O)C=CC(=C1)O